C1(CC1)C1=CC(=NN1)C(=O)OC methyl 5-cyclopropyl-1H-pyrazole-3-carboxylate